Cl.Cl.CC1=C(C(=O)OC([2H])([2H])C2=CC=C(C=C2)[C@H](C(=O)NC=2C=C3C=CN=C(C3=CC2)[2H])C([2H])([2H])N)C=CC(=C1)C (S)-(4-(3-amino-1-((isoquinolin-6-yl-1-d)amino)-1-oxopropan-2-yl-3,3-d2)phenyl)methyl-d2 2,4-dimethylbenzoate dihydrochloride